[2-[[(1S)-2-[(1S,2S)-2-(2,4-dimethylphenyl)-1-methyl-propoxy]-1-methyl-2-oxo-ethyl]carbamoyl]-4-methoxy-3-pyridyl] 2-methylpropanoate CC(C(=O)OC=1C(=NC=CC1OC)C(N[C@H](C(=O)O[C@H]([C@@H](C)C1=C(C=C(C=C1)C)C)C)C)=O)C